FC(C1CN(CCN1CC1=CC=C(C=C1)C(F)(F)F)C(=O)C=1C=CC2=C(NC(CO2)=O)C1)(F)F 6-[3-(trifluoromethyl)-4-[[4-(trifluoromethyl)phenyl]methyl]piperazine-1-carbonyl]-4H-1,4-benzoxazin-3-one